P(OCC(CCCC)CC)(OCC(CCCC)CC)=O Bis(2-ethylhexyl) phosphonate